C(#N)C1=NN(C=2N=C(NC(C21)=O)[C@@H]2[C@H](CC2)C2=[N+](C=CC=C2)[O-])[C@@H](C)C=2C=NC(=CC2)C(F)(F)F 2-((1S,2S)-2-(3-cyano-4-oxo-1-((S)-1-(6-(trifluoromethyl)pyridin-3-yl)ethyl)-4,5-dihydro-1H-pyrazolo[3,4-d]pyrimidin-6-yl)cyclobutyl)pyridine 1-oxide